copper oxide copper cobalt [Co].[Cu].[Cu]=O